FC=1C=CC2=C(C3=C(SC=C3)C3=C(C2)C=CC(=C3)N3CCCC3)C1 5-fluoro-11-(pyrrolidine-1-yl)-8H-dibenzo[3,4:6,7]cyclohepta[1,2-b]thiophene